2,4-dichloro-6-(3-phenylnaphthalen-1-yl)-1,3,5-triazine ClC1=NC(=NC(=N1)Cl)C1=CC(=CC2=CC=CC=C12)C1=CC=CC=C1